1-tert-butoxycarbonyl-3-(pyridin-3-ylamino)-4-benzyloxy-1H-indazole C(C)(C)(C)OC(=O)N1N=C(C2=C(C=CC=C12)OCC1=CC=CC=C1)NC=1C=NC=CC1